(2R,3S,4S)-2-[(4-chlorophenyl)methyl]-4-hydroxypyrrolidin-3-yl N-benzylcarbamate C(C1=CC=CC=C1)NC(O[C@H]1[C@H](NC[C@@H]1O)CC1=CC=C(C=C1)Cl)=O